N1=CC(=CC=C1)NC1=NNC(=N1)N N3-(pyridin-3-yl)-1H-1,2,4-triazole-3,5-diamine